C(C)(C)(C)OC(=O)N[C@H](C(=O)NC1=CC=C(C=C1)C=1C(=[N+](C=CC1C)[O-])C)C1CCC(CC1)C(F)(F)F 3-(4-((S)-2-((tert-butoxycarbonyl)amino)-2-((1r,4S)-4-(trifluoromethyl)cyclohexyl)-acetamido)phenyl)-2,4-dimethylpyridine 1-oxide